S1(NCC2=NC=CC=C21)(=O)=O 2,3-dihydroisothiazolo[4,5-b]pyridine 1,1-dioxide